O=C1N(CC2=C(C=CC=C12)N(CCCCNCCCC1=CC=CC=C1)CCCCC)C1C(NC(CC1)=O)=O 3-(1-oxo-4-(pentyl(4-((3-phenylpropyl)amino)butyl)amino)isoindolin-2-yl)piperidine-2,6-dione